COCC1=C(C=CC(=C1)N1CCN(CC1)C)NC1=NC=C(C(=N1)NCCCN1CCOCCC1=O)C(F)(F)F 4-(3-((2-((2-(methoxymethyl)-4-(4-methylpiperazin-1-yl)phenyl)amino)-5-(trifluoromethyl)pyrimidin-4-yl)amino)propyl)-1,4-oxazepan-5-one